butyl-N-tert-Heptylbenzothiazole-2-sulfenamide C(CCC)C1=CC=CC2=C1N=C(S2)SNC(C)(C)CCCC